CN1OCCC1=O N-methyl-3-isoxazolidone